C(C)(C)C1=NC(=CC=C1C=1C(=C(C=2N(C1)C=CN2)C)C)N2CCC(CC2)N2CCNCC2 6-[2-isopropyl-6-(4-piperazin-1-yl-1-piperidinyl)-3-pyridinyl]-7,8-dimethyl-imidazo[1,2-a]pyridine